ClC=1C=C(C(=O)N2CC=3C(=NN4C3C(N(C[C@H]4C)C(C)C4=NC=CC=N4)=O)C[C@H]2C)C=CC1Cl (3R,7R)-2-(3,4-Dichlorobenzoyl)-3,7-dimethyl-9-(1-(pyrimidin-2-yl)ethyl)-1,2,3,4,8,9-hexahydropyrido[4',3':3,4]pyrazolo[1,5-a]pyrazin-10(7H)-one